2,4-dimethyl-4H-thiazolo[5',4':4,5]Pyrrolo[2,3-d]Pyridazin-5(6H)-one CC=1SC2=C(N(C=3C(NN=CC32)=O)C)N1